CNC(OCC1CCN(CC1)CC1=CC(=NC(=C1)OC=1C=NC(=NC1)N1CCN(CC1)C(C)CCO)C1=CC(=CC(=C1)Cl)Cl)=O (1-((2-(3,5-dichlorophenyl)-6-((2-(4-(4-hydroxybutan-2-yl)piperazin-1-yl)pyrimidin-5-yl)oxy)pyridin-4-yl)methyl)piperidin-4-yl)methyl methylcarbamate